C(#C)C1(CNCC1)OC(=O)N1CCN(CC1)C1=NC=2N(C=C1)N=CC2C=2C(=NC=CC2)OC (3-ethynylpyrrolidin-3-yl)-4-[3-(2-methoxy-3-pyridyl)pyrazolo[1,5-a]pyrimidin-5-yl]piperazine-1-carboxylate